OC1=C2[C@H]3[C@H](C(OC2=CC(=C1)C(C)(CCCCCC)C)(C)C)CC=C(C3)C(=O)O (6aR,10aR)-1-hydroxy-6,6-dimethyl-3-(2-methyl-2-octanyl)-6a,7,10,10a-tetrahydro-6H-benzo[c]chromene-9-carboxylic acid